BrC=1C2=C(C=NC1)N=C(N2C)C21CC(C2)(C1)F 7-bromo-2-(3-fluoro-bicyclo[1.1.1]pent-1-yl)-1-methyl-1H-imidazo[4,5-c]pyridine